N-(3,3-dimethylbutan-2-yl)decane-1,10-diamine CC(C(C)NCCCCCCCCCCN)(C)C